(R)-2-((1-(2-(1'-acetyl-[1,4'-bipiperidin]-4-yl)-3,6-dimethyl-4-oxo-4H-chromen-8-yl)ethyl)amino)benzoic acid C(C)(=O)N1CCC(CC1)N1CCC(CC1)C=1OC2=C(C=C(C=C2C(C1C)=O)C)[C@@H](C)NC1=C(C(=O)O)C=CC=C1